NC1=C(C=CC=C1)C1=CC=C(C=C1)NC(CCC(=O)N1C=2N(CCC1)N=C(C2)C)=O N-(2'-amino-[1,1'-biphenyl]-4-yl)-4-(2-methyl-6,7-dihydropyrazolo[1,5-a]pyrimidin-4(5H)-yl)-4-oxobutanamide